SCCNC(C(=C)C)=O N-(2-mercaptoethyl)methacrylamide